1-(4-hydroxy-4-methylcyclohexyl)-N-((5-phenyl-1,3,4-thiadiazol-2-yl)methyl)-1H-1,2,3-triazole-4-carboxamide OC1(CCC(CC1)N1N=NC(=C1)C(=O)NCC=1SC(=NN1)C1=CC=CC=C1)C